C(C)OC1=NN(C=C1[N+](=O)[O-])COCC[Si](C)(C)C 3-ethoxy-4-nitro-1-((2-(trimethylsilyl)ethoxy)methyl)-1H-pyrazole